NC1=C(C=2C(=NC=C(C2S1)F)C=1C2=C(C=3C=NC(=NC3C1F)N1C[C@@]3(C[C@@H]3C1)N(C)C)COC2)C#N 2-Amino-4-(3-((1S,5R)-1-(dimethylamino)-3-azabicyclo[3.1.0]hexan-3-yl)-5-fluoro-7,9-dihydrofuro[3,4-f]quinazolin-6-yl)-7-fluorothieno[3,2-c]pyridine-3-carbonitrile